C(C)(C)C1=CC=CC(=N1)C1=NC=CC=C1C=1C=CC=2N(C1)C(=CN2)C(=O)N 6-(6'-Isopropyl-[2,2'-bipyridin]-3-yl)imidazo[1,2-a]pyridin-3-carboxamid